C(C)OC(CCNC1=NN(C2=C(C=CC=C12)OCCCN1[C@H](CN(C[C@H]1C)C(=O)OCC1=CC=CC=C1)C)C)=O benzyl (3s,5r)-4-(3-((3-((3-ethoxy-3-oxopropyl) amino)-1-methyl-1H-indazol-7-yl) oxy) propyl)-3,5-dimethylpiperazine-1-carboxylate